tert-butyl (S)-(1-(4-amino-3-fluoro-phenyl) ethyl) carbonate C(OC(C)(C)C)(O[C@@H](C)C1=CC(=C(C=C1)N)F)=O